ClC=1C=C(C=CC1)S(=O)(=O)NC1CC(C1)(C(F)(F)F)O 3-chloro-N-((1S,3S)-3-hydroxy-3-(trifluoromethyl)cyclobutyl)benzenesulfonamide